FC(CNC(=O)C=1C=NN2C1C=C(C=C2)C2=CNC=1N=CN=CC12)(C)C N-(2-fluoro-2-methylpropyl)-5-(7H-pyrrolo[2,3-d]pyrimidin-5-yl)pyrazolo[1,5-a]pyridine-3-carboxamide